FC=1C=C(C(=O)N=S2(CCOCC2)=O)C=CC1C1=NOC(=N1)C(F)(F)F 3-fluoro-N-(4-oxido-1,4λ6-oxathian-4-ylidene)-4-(5-(trifluoromethyl)-1,2,4-oxadiazol-3-yl)benzamide